ethyl 8-methyl-2-[(1,3-oxazol-2-yl) methyl]-4,5-dihydro-2H-furo[2,3-g]indazole-7-carboxylate CC1=C(OC=2CCC3=CN(N=C3C21)CC=2OC=CN2)C(=O)OCC